O(C#N)C1=C(C=C(OC2=CC=C(C=C2)S(=O)(=O)C2=CC=C(C=C2)OC2=CC(=C(C=C2)OC#N)CC=C)C=C1)CC=C Bis(4-(4-cyanato-3-(2-propenyl)phenoxy)phenyl)sulfon